ClC1=C(C=CC=C1C1=C(C(=NC=C1)C1=CC(=C(C=C1)CNC1CCN(CC1)CCO)OC)Cl)C1=CC=C(C(=N1)OC)CNC1CCN(CC1)CC 2-(4-(((6-(2-chloro-3-(3-chloro-2-(4-(((1-(2-hydroxyethyl)piperidin-4-yl)amino)methyl)-3-methoxyphenyl)pyridin-4-yl)phenyl)-2-methoxypyridin-3-yl)methyl)amino)piperidin-1-yl)ethan